4-methyl-2-(3-(3-morpholinobenzamido)propionylamino)thiazole-5-carboxylic acid ethyl ester C(C)OC(=O)C1=C(N=C(S1)NC(CCNC(C1=CC(=CC=C1)N1CCOCC1)=O)=O)C